BrC1C(C([C@@H]2CC[C@]3([C@@]4(CCC5(CC[C@H]([C@@H](C5C4=CC[C@@H]3[C@]2(C1)C)C)C)C(=O)OCC1=CC=CC=C1)C)C)(C)C)=O (1S,2R,6aS,6bR,8aR,12aR,12bR)-benzyl 11-bromo-1,2,6a,6b,9,9,12a-heptamethyl-10-oxo-1,2,3,4,4a,5,6,6a,6b,7,8,8a,9,10,11,12,12a,12b,13,14b-icosahydropicene-4a-carboxylate